1,1-bis[4-(2-hydroxyethoxy)cyclohexyl]3,3,5-trimethylcyclohexane OCCOC1CCC(CC1)C1(CC(CC(C1)C)(C)C)C1CCC(CC1)OCCO